(1S,2S)-2-fluoro-N-(3-[8-methoxy-[1,2,4]triazolo[1,5-a]pyridin-7-yl]-1H-pyrrolo[2,3-b]pyridin-6-yl)cyclopropane-1-carboxamide F[C@@H]1[C@@H](C1)C(=O)NC1=CC=C2C(=N1)NC=C2C2=C(C=1N(C=C2)N=CN1)OC